ClC1=CC=C(C=C1)C(C(F)(F)F)NS(=O)(=O)N1C(OCC1)=O N-(1-(4-chlorophenyl)-2,2,2-trifluoroethyl)-2-oxooxazolidine-3-sulfonamide